N-[(2S)-1-{4-[2-methyl-5-(3-methyl-1,2-oxazol-5-yl)benzenesulfonyl]piperazin-1-yl}propan-2-yl]-8-(trifluoromethyl)quinazolin CC1=C(C=C(C=C1)C1=CC(=NO1)C)S(=O)(=O)N1CCN(CC1)C[C@H](C)N1CN=CC2=CC=CC(=C12)C(F)(F)F